(R)-N-(1-(4-hydroxypiperidin-4-yl)ethyl)-5-(4-(trifluoromethyl)phenoxy)-2-naphthamide OC1(CCNCC1)[C@@H](C)NC(=O)C1=CC2=CC=CC(=C2C=C1)OC1=CC=C(C=C1)C(F)(F)F